COCC1=C(N=CC=2NC3=CC=C(C=C3C21)OCC2=CN=CS2)C(=O)O 4-(methoxymethyl)-6-(thiazol-5-ylmethoxy)-9H-pyrido[3,4-b]indole-3-carboxylic acid